4'-((2-(tert-butyl)-1H-imidazol-1-yl)methyl)-5-isobutyl-N-(isothiazol-3-yl)-[1,1'-biphenyl]-2-sulfonamide C(C)(C)(C)C=1N(C=CN1)CC1=CC=C(C=C1)C=1C(=CC=C(C1)CC(C)C)S(=O)(=O)NC1=NSC=C1